methyl 2-oxo-1-(3-phenylprop-2-yn-1-yl)-1,2-dihydropyridine-4-carboxylate O=C1N(C=CC(=C1)C(=O)OC)CC#CC1=CC=CC=C1